ClC1=C(C=C(C(=C1)F)N1C(N(C(=CC1=O)C(F)(F)F)C)=O)C1=NOC(C1)(C(=O)OCC)CC ethyl 3-{2-chloro-4-fluoro-5-[3-methyl-2,6-dioxo-4-(trifluoromethyl)-3,6-dihydropyrimidin-1(2H)-yl]phenyl}-5-ethyl-4,5-dihydro-1,2-oxazole-5-carboxylate